COCC(=O)N1C(CCC1=O)C(=O)O 1-(2-methoxyacetyl)-5-oxopyrrolidine-2-carboxylic acid